diethyl(2-(2-cyano-4-(3-fluoro-2-(1-methyl-3-(trifluoromethyl)-1H-pyrazol-4-yl)phenyl)-3-methyl-4,7-dihydrothieno[2,3-c]pyridin-6(5H)-yl)-2-oxoethyl)phosphonate C(C)OP(OCC)(=O)CC(=O)N1CC2=C(C(C1)C1=C(C(=CC=C1)F)C=1C(=NN(C1)C)C(F)(F)F)C(=C(S2)C#N)C